4-Chloro-6-(4-(4-Methyl-1-(oxetan-3-yl)-1H-pyrazol-5-yl)piperidin-1-yl)-2-(trifluoromethyl)pyrimidine ClC1=NC(=NC(=C1)N1CCC(CC1)C1=C(C=NN1C1COC1)C)C(F)(F)F